5-[2-(1,3-dioxoisoindolin-2-yl)ethyl]-2-methoxy-pyridine-4-carboxylic acid methyl ester COC(=O)C1=CC(=NC=C1CCN1C(C2=CC=CC=C2C1=O)=O)OC